C(C1CO1)OC(CC[Si](OC)(OC)OC)CC 3-glycidoxypentyltrimethoxysilane